FC=1C=C(C=CC1C)S(=O)(=O)N1CCOCC1 4-(3-fluoro-4-methyl-phenyl)sulfonylmorpholin